ClC=1C(=CC(=C(C1)C1=C(C=C2C(=NC(N3C2=C1SC[C@H](C3)OC)=O)N3C[C@@H](N[C@@H](C3)C)C)C(F)(F)F)F)F (3S)-11-(5-chloro-2,4-difluorophenyl)-8-((3S,5R)-3,5-dimethylpiperazin-1-yl)-3-methoxy-10-(trifluoromethyl)-3,4-dihydro-2H,6H-[1,4]thiazepino[2,3,4-ij]quinazolin-6-one